Oleyl-cysteamine C(CCCCCCC\C=C/CCCCCCCC)NCCS